ClC=1C=CC2=C([C@@H](C[C@@H](O2)C(=O)N[C@@H]2[C@H]3C[C@@H]([C@@H](C2)O3)NC(COC3=CC(=C(C=C3)Cl)F)=O)O)C1 |&1:13,14,16,17| (2R,4R)-6-chloro-N-{(1RS,2SR,4RS,5SR)-5-[2-(4-chloro-3-fluorophenoxy)acetamido]-7-oxabicyclo[2.2.1]heptan-2-yl}-4-hydroxy-3,4-dihydro-2H-1-benzopyran-2-carboxamide